5-(3-(2-methoxyethyl)-2-methyl-3H-imidazo[4,5-b]pyridin-5-yl)-N-(1-methyl-1H-pyrazol-4-yl)pyrrolo[2,1-f][1,2,4]triazin-2-amine COCCN1C(=NC=2C1=NC(=CC2)C=2C=CN1N=C(N=CC12)NC=1C=NN(C1)C)C